(S)-2-((4-(2-(5-Chloropyridin-2-yl)-2-methylbenzo[d][1,3]dioxol-4-yl)piperidin-1-yl)methyl)-4-(2-methoxyethoxy)-1H-benzo[d]imidazole-6-carboxylic acid ClC=1C=CC(=NC1)[C@@]1(OC2=C(O1)C=CC=C2C2CCN(CC2)CC2=NC1=C(N2)C=C(C=C1OCCOC)C(=O)O)C